3-iodo-1-tetrahydropyran-2-yl-pyrazolo[4,3-b]pyridin-5-ol IC1=NN(C=2C1=NC(=CC2)O)C2OCCCC2